5-cyclopropyl-2-(2-fluoro-4-(methylsulfonyl)phenoxy)-N-(5-methyl-1H-pyrazol-3-yl)-6-(1-methyl-1H-pyrazol-4-yl)pyrimidin-4-amine C1(CC1)C=1C(=NC(=NC1C=1C=NN(C1)C)OC1=C(C=C(C=C1)S(=O)(=O)C)F)NC1=NNC(=C1)C